1,2-dimethyl-naphthalene CC1=C(C=CC2=CC=CC=C12)C